6-amino-N-{2-[3-(difluoromethyl)-4-(methylamino)pyrrolidin-1-yl]-5,6,7,8-tetrahydroquinolin-6-yl}-2-methylthieno[2,3-d][1,3]thiazole-5-carboxamide NC1=C(SC=2N=C(SC21)C)C(=O)NC2CC=1C=CC(=NC1CC2)N2CC(C(C2)NC)C(F)F